NC1=NC(N(C=C1)[C@H]1[C@@H]([C@@H]([C@@](O1)(C(F)F)COC1=C(OP(=O)=N[C@H](C(=O)OCC2=CC=CC=C2)C)C=CC=C1)O)O)=O (S)-benzyl 2-((((2R,3S,4R,5R)-5-(4-amino-2-oxopyrimidin-1(2H)-yl)-2-(difluoromethyl)-3,4-dihydroxy-tetrahydrofuran-2-yl)methoxy)(phenoxy)phosphorylamino)propanoate